ClC=1C(=NC(=NC1)NC1=CC=CC=C1)NC1=CC=C(C=C1)OC(F)(F)F 5-chloro-N2-phenyl-N4-(4-(trifluoromethoxy)phenyl)pyrimidine-2,4-diamine